6-bromo-3,3-dimethyl-1-((1-phenylazetidin-3-yl)methyl)indolin-2-one BrC1=CC=C2C(C(N(C2=C1)CC1CN(C1)C1=CC=CC=C1)=O)(C)C